6-(4-(dimethylamino)butan-2-yl)-1-isopropyl-N-(1-(3,4,5-trimethoxyphenyl)-1H-imidazol-4-yl)-1H-pyrazolo[3,4-d]pyrimidin-4-amine CN(CCC(C)C1=NC(=C2C(=N1)N(N=C2)C(C)C)NC=2N=CN(C2)C2=CC(=C(C(=C2)OC)OC)OC)C